C(C1=CC=CC=C1)N(CC(O)C=1C=NN(C1)C1CC1)CCO 2-[benzyl(2-hydroxyethyl)amino]-1-(1-cyclopropylpyrazol-4-yl)ethanol